FC(CC1=CC=C(C=C1)C1=CC=CC=C1)F 4-(2,2-difluoroethyl)-1,1'-biphenyl